The molecule is a beta-D-galactoside comprising phenyl beta-D-galactoside having a 15-(ethyldisulfanyl)pentadecanoyl group attached at the 6-position. It is a beta-D-galactoside, an organic disulfide and a monosaccharide derivative. CCSSCCCCCCCCCCCCCCC(=O)OC[C@@H]1[C@@H]([C@@H]([C@H]([C@@H](O1)OC2=CC=CC=C2)O)O)O